4-[3-[2,6-Dichloro-4-[1-(2-methoxyethyl)piperidin-4-yl]oxybenzoyl]-2,4-dihydro-1,3-benzoxazin-8-yl]-5-fluoro-2-morpholin-4-ylbenzoic acid ClC1=C(C(=O)N2COC3=C(C2)C=CC=C3C3=CC(=C(C(=O)O)C=C3F)N3CCOCC3)C(=CC(=C1)OC1CCN(CC1)CCOC)Cl